tert-butyl 4-[4-[1-(2,6-dioxopiperidin-3-yl)-3-methyl-2-oxo-1,3-benzodiazol-4-yl]but-3-yn-1-yl]piperidine-1-carboxylate O=C1NC(CCC1N1C(N(C2=C1C=CC=C2C#CCCC2CCN(CC2)C(=O)OC(C)(C)C)C)=O)=O